1,3-dimethyl-4-pyrazolecarbonyl chloride CN1N=C(C(=C1)C(=O)Cl)C